3,4-dicarboxyphenyl-oxadiazole C(=O)(O)C=1C=C(C=CC1C(=O)O)C=1N=NOC1